ClC=1C=CC(=C(C1)N1CC(N(CC1=O)C(C(=O)O)CC1CCC1)=O)N1N=NN=C1 2-(4-(5-chloro-2-(1H-tetrazol-1-yl)phenyl)-2,5-dioxopiperazin-1-yl)-3-cyclobutylpropanoic acid